[4-[3-[3-(hydroxymethyl)phenyl]imidazo[1,2-b]pyridazin-6-yl]phenyl]methanol OCC=1C=C(C=CC1)C1=CN=C2N1N=C(C=C2)C2=CC=C(C=C2)CO